L-α-methylmethionine C[C@](CCSC)(C(=O)O)N